tert-butyl (R)-(1-(2-(1-(cyclopropylmethyl)-6-formyl-1H-indol-2-yl)-3,4-dihydro-5-oxa-1,2a-diazaacenaphthylene-7-carbonyl) piperidin-3-yl)carbamate C1(CC1)CN1C(=CC2=CC=C(C=C12)C=O)C1=NC=2C=C(C=C3OCCN1C23)C(=O)N2C[C@@H](CCC2)NC(OC(C)(C)C)=O